6-(4-(2-hydroxyethyl)-2-(6-methylpyridin-2-yl)-1H-imidazol-1-yl)imidazo[1,2-a]pyridine-3-carboxamide OCCC=1N=C(N(C1)C=1C=CC=2N(C1)C(=CN2)C(=O)N)C2=NC(=CC=C2)C